FC1(CC(C1)(C)CN1N=C(C(=C1C(=O)N)C(F)(F)F)C1(CC1)C(F)(F)F)F 1-((3,3-difluoro-1-methylcyclobutyl)methyl)-4-(trifluoromethyl)-3-(1-(trifluoromethyl)cyclopropyl)-1H-pyrazole-5-carboxamide